4-chloro-N-(2-(2,6-dioxopiperidin-3-yl)-1,3-dioxoisoindolin-5-yl)benzenesulfonamide ClC1=CC=C(C=C1)S(=O)(=O)NC=1C=C2C(N(C(C2=CC1)=O)C1C(NC(CC1)=O)=O)=O